CC1=NC(=CC=C1O[C@@H]1C[C@H](CCC1)C(=O)O)C=1N=NN(C1COC1=NC(=NC=C1)C(F)(F)F)C (1S,3S)-3-((2-methyl-6-(1-methyl-5-(((2-(trifluoromethyl)pyrimidin-4-yl)oxy)methyl)-1H-1,2,3-triazol-4-yl)pyridin-3-yl)oxy)cyclohexane-1-carboxylic acid